1-[4-chloro-3-(trifluoromethyl)phenyl]-3-[3-(phenyldiazenyl)phenyl]urea ClC1=C(C=C(C=C1)NC(=O)NC1=CC(=CC=C1)N=NC1=CC=CC=C1)C(F)(F)F